2-[1-(6-methyl-4-oxo-2-phenyl-chromen-8-yl)ethylamino]benzoic acid tert-butyl ester C(C)(C)(C)OC(C1=C(C=CC=C1)NC(C)C=1C=C(C=C2C(C=C(OC12)C1=CC=CC=C1)=O)C)=O